methyl (3Z)-1-[[(1S)-5-amino-1-methoxycarbonyl-pentyl] carbamoyl]-3-[[4-[methyl-[2-(4-methylpiperazin-1-yl) acetyl] amino] anilino]-phenyl-methylene]-2-oxo-indole-6-carboxylate NCCCC[C@@H](C(=O)OC)NC(=O)N1C(\C(\C2=CC=C(C=C12)C(=O)OC)=C(\C1=CC=CC=C1)/NC1=CC=C(C=C1)N(C(CN1CCN(CC1)C)=O)C)=O